ClC=1C(=NC(=NC1)NC1CCOCC1)C1=CC=C2CN(C(C2=C1)=O)CC(=O)N[C@H]([C@H](C)O)C1=CC(=CC=C1)CC 2-(6-{5-chloro-2-[(oxacyclohex-4-yl)amino]pyrimidin-4-yl}-1-oxo-2,3-dihydro-1H-isoindol-2-yl)-N-[(1S,2S)-1-(3-ethylphenyl)-2-hydroxypropyl]-acetamide